tert-butyl 3-ethylpiperazine-1-carboxylate C(C)C1CN(CCN1)C(=O)OC(C)(C)C